1-(4'-Bromo-[1,1'-biphenyl]-4-yl)ethan-1-one BrC1=CC=C(C=C1)C1=CC=C(C=C1)C(C)=O